N(=[N+]=[N-])C(O)C1OCCC1O [azido(hydroxy)methyl]oxolan-3-ol